tert-butyl (4S)-3-(4-azaspiro[2.4]heptan-4-yl)-6-azaspiro[3.4]octane-6-carboxylate C1CC12N(CCC2)C2CC[C@]21CN(CC1)C(=O)OC(C)(C)C